BrC1=C(C(=C(C=C1)C(C1(COC1)CC)OC(C1=C(C(=C(C=C1)Br)Br)Br)C1(COC1)CC)Br)Br tribromo-phenyl(3-ethyl-3-oxetanylmethyl)ether